diisobutyl-2-(1,1,1-trifluoro-2-propyl)-2-methylsuccinate C(C(C)C)OC(C(CC(=O)OCC(C)C)(C)C(C(F)(F)F)C)=O